β-methyl-iodophenyl-pentadecanoic acid CC(C(C(=O)O)(C1=CC=CC=C1)I)CCCCCCCCCCCC